(S)-1-(2-(3,4-difluoro-5-methylphenyl)-4-methyl-4,5,6,7-tetrahydro-2H-pyrazolo[4,3-c]pyridine-3-yl)-3-(4-fluoro-1-(methyl-d3)-1H-indazole-5-yl)-1,3-dihydro-2H-imidazol-2-one FC=1C=C(C=C(C1F)C)N1N=C2C([C@@H](NCC2)C)=C1N1C(N(C=C1)C=1C(=C2C=NN(C2=CC1)C([2H])([2H])[2H])F)=O